ClC=1C(=NC=C(C1)C1=CC=NC2=CC(=CC=C12)F)OC[C@@](CC(C)C)(C)NC(OC(C)(C)C)=O (S)-tert-butyl (1-((3-chloro-5-(7-fluoroquinolin-4-yl)pyridin-2-yl)oxy)-2,4-dimethylpentan-2-yl)carbamate